O=C1NC(CCC1C1=NN(C2=CC(=CC=C12)N1CCC(CC1)N(C(OC(C)(C)C)=O)C)C)=O tert-butyl (1-(3-(2,6-dioxopiperidin-3-yl)-1-methyl-1H-indazol-6-yl)piperidin-4-yl)(methyl)carbamate